(S)-2-amino-3-(1-(2-(5,6,7,8-tetrahydro-1,8-naphthyridin-2-yl)ethyl)-1H-pyrazole-4-carboxamido)propionic acid N[C@H](C(=O)O)CNC(=O)C=1C=NN(C1)CCC1=NC=2NCCCC2C=C1